N-{2-[bis(carboxymethyl)amino]-4-{[(2-methoxyphenyl)carbonyl]amino}phenyl}-N-(carboxymethyl)glycine C(=O)(O)CN(C1=C(C=CC(=C1)NC(=O)C1=C(C=CC=C1)OC)N(CC(=O)O)CC(=O)O)CC(=O)O